(3S,4R)-3-(((4R,10bS)-2-benzyl-4-methyl-1,2,3,4,6,10b-hexahydropyrazino[2,1-a]isoindol-8-yl)amino)-4-fluoropyrrolidine-1-carboxylic acid tert-butyl ester C(C)(C)(C)OC(=O)N1C[C@@H]([C@@H](C1)F)NC=1C=C2CN3[C@@H](C2=CC1)CN(C[C@H]3C)CC3=CC=CC=C3